[Ti].C(#N)C=1C=NN2C1C(=CC(=C2)C=2C=NN(C2)C)N2CCC(CC2)C(=O)NCC=2C=NC(=CC2)N2N=CC(=C2)F 1-(3-cyano-6-(1-methyl-1H-pyrazol-4-yl)pyrazolo[1,5-a]Pyridin-4-yl)-N-((6-(4-fluoro-1H-pyrazol-1-yl)pyridin-3-yl)methyl)piperidine-4-carboxamide Titanium